2-chloro-4-(bromomethyl)thiazole ClC=1SC=C(N1)CBr